2-(5-ethyl-6-(4-(3-hydroxypicolinoyl)piperazin-1-yl)-7-oxo-2-(pyridin-3-yl)-[1,2,4]triazolo[1,5-a]pyrimidin-4(7H)-yl)-N-(2-methyl-4-(trifluoromethyl)phenyl)acetamide C(C)C=1N(C=2N(C(C1N1CCN(CC1)C(C1=NC=CC=C1O)=O)=O)N=C(N2)C=2C=NC=CC2)CC(=O)NC2=C(C=C(C=C2)C(F)(F)F)C